bis(trifluoromethylsulfonic acid) zinc [Zn].FC(F)(F)S(=O)(=O)O.FC(F)(F)S(=O)(=O)O